(S)-N-Cbz-2-amino-4-methylpentanol C(=O)(OCC1=CC=CC=C1)N[C@H](CO)CC(C)C